7-chloro-3-oxo-3,4-dihydroquinoxaline-2-carboxylic acid methyl ester COC(=O)C1=NC2=CC(=CC=C2NC1=O)Cl